4-(((2R,3S,4S,5S)-2,3,4,5,6-pentahydroxyhexyl)carbamoyl)phenyl 4-((2-cyclopropyl-5-ethoxy-4'-fluoro-[1,1'-biphenyl]-4-yl)methyl)piperazine-1-carboxylate C1(CC1)C1=C(C=C(C(=C1)CN1CCN(CC1)C(=O)OC1=CC=C(C=C1)C(NC[C@H]([C@@H]([C@H]([C@H](CO)O)O)O)O)=O)OCC)C1=CC=C(C=C1)F